ClC1=CC=C(C=C1)NC(NC1=CC(=CC=C1)C1=CC2=CC=CC=C2C=C1)=O 3-(4-chlorophenyl)-1-[3-(naphthalen-2-yl)phenyl]Urea